(R)-N-((R)-1-(6-(bis(4-methoxybenzyl)amino)-4-(1,1-difluoro-2-methoxyethyl)pyridin-2-yl)ethyl)-2-methylpropane-2-sulfinamide COC1=CC=C(CN(C2=CC(=CC(=N2)[C@@H](C)N[S@](=O)C(C)(C)C)C(COC)(F)F)CC2=CC=C(C=C2)OC)C=C1